CC12C(C(=CCC2C(CCC1)(C)C)C)=O 1,3,7,7-tetramethyl-2-oxo-bicyclo(4.4.0)decene